N-(1-(3-(6,6-difluoro-4-(4-methoxybenzyl)-5-oxo-5,6-dihydro-4H-1,3,4-oxadiazin-2-yl)pyrazin-2-yl)ethyl)-N-(2,4-dimethoxybenzyl)-3,5-bis(trifluoromethyl)benzamide FC1(C(N(N=C(O1)C=1C(=NC=CN1)C(C)N(C(C1=CC(=CC(=C1)C(F)(F)F)C(F)(F)F)=O)CC1=C(C=C(C=C1)OC)OC)CC1=CC=C(C=C1)OC)=O)F